O=C(C(=O)O)CCC L-2-oxopentanoic acid